7-methoxy-1,1-dimethyl-6-vinyl-3,4-dihydronaphthalene-2(1H)-one COC1=C(C=C2CCC(C(C2=C1)(C)C)=O)C=C